(3S)-3-[(2S)-2-amino-4-chloro-3-oxobutyl]piperidin-2-one hydrogen chloride salt Cl.N[C@@H](C[C@H]1C(NCCC1)=O)C(CCl)=O